FC1=CC=C(C=C1)C(CC)N1CCN(CC1)C1=C(C(N(C2=CC=C(N=C12)C)C)=O)C#N 4-{4-[1-(4-fluorophenyl)propyl]piperazin-1-yl}-1,6-dimethyl-2-oxo-1,2-dihydro-1,5-naphthyridine-3-carbonitrile